N-(3-methoxyphenyl)pyrazino[1',2':1,5]pyrazolo[4,3-b][1,6]naphthyridin-7-amine COC=1C=C(C=CC1)NC=1C=2C(N=C3C=CN=CC13)=C1N(N2)C=CN=C1